C(C)(C)(C)OC(=O)NCC(=O)NCC(=O)N[C@H](C(=O)NCC(=O)O)CC1=CC=CC=C1 [(2S)-2-(2-[2-[(tert-butoxycarbonyl)amino]acetamido]acetamido)-3-phenylpropanamido]acetic acid